C(C)(C)(C)OC(NC1=C(C(=CC=C1)C1=NC=CN=C1)OC)=O (2-methoxy-3-(pyrazin-2-yl)phenyl)carbamic acid tert-butyl ester